(7-(2-(4-(6-fluorobenzothiophen-4-yl)piperazin-1-yl)ethyl)-4,4-dimethyl-2-oxo-3,4-dihydroquinolin-1(2H)-yl)dodecanoic acid methyl ester COC(C(CCCCCCCCCC)N1C(CC(C2=CC=C(C=C12)CCN1CCN(CC1)C1=CC(=CC2=C1C=CS2)F)(C)C)=O)=O